FC(C1=NC=CC(=C1)C1=NN(C(=C1C(=O)N)C(F)(F)F)C1=CC=CN2C1=NC=CC2=O)F (2-(difluoromethyl)pyridin-4-yl)-1-(4-oxo-4H-pyrido[1,2-a]pyrimidin-9-yl)-5-(trifluoromethyl)-1H-pyrazole-4-carboxamide